C(C1=CC=CC=C1)OC1=C(C(=C(C=C1)[C@H]1[C@@H](O[C@]([C@H]1C)(C(F)(F)F)C)C(=O)NC1=CC(=NC=C1)C(=O)OC)OC)F methyl 4-((2R,3S,4S,5R)-3-(4-(benzyloxy)-3-fluoro-2-methoxyphenyl)-4,5-dimethyl-5-(trifluoromethyl)tetrahydrofuran-2-carboxamido)picolinate